The molecule is a UDP-D-galactose in which the anomeric centre of the galactose moiety has alpha-configuration. It has a role as a mouse metabolite. It is a conjugate acid of an UDP-alpha-D-galactose(2-). C1=CN(C(=O)NC1=O)[C@H]2[C@@H]([C@@H]([C@H](O2)COP(=O)(O)OP(=O)(O)O[C@@H]3[C@@H]([C@H]([C@H]([C@H](O3)CO)O)O)O)O)O